ClC1=CC=CC=2C(=C(OC21)CC)C(=O)C2=CC(=C(C(=C2)I)O)I (7-chloro-2-ethylbenzofuran-3-yl)(4-hydroxy-3,5-diiodophenyl)methanone